(1S,3S)-3-(3-cyanophenoxy)cyclobutyl 4-methylbenzenesulfonate CC1=CC=C(C=C1)S(=O)(=O)OC1CC(C1)OC1=CC(=CC=C1)C#N